COC1=CC=C(C2=C1NC(=N2)NC(=O)N2CC(CCC2)CC(=O)O)C=2C=NN(C2)C 2-(1-{[7-methoxy-4-(1-methyl-1H-pyrazol-4-yl)-1H-1,3-benzodiazol-2-yl]carbamoyl}piperidin-3-yl)acetic acid